C(#N)C1=C(C2=C(N(C(N(C2=O)C(C(=O)O)(C)C)=O)CC(OC2CCOCC2)C2=C(C=CC(=C2)F)OCC)S1)C 2-(6-cyano-1-(2-(2-ethoxy-5-fluorophenyl)-2-((tetrahydro-2H-pyran-4-yl)oxy)ethyl)-5-methyl-2,4-dioxo-1,2-dihydrothieno[2,3-d]pyrimidin-3(4H)-yl)-2-methylpropionic acid